F[B-](F)(F)F.FC1=CC=C(C=C1)C1=[O+]C(=CC(=C1)C1=CC=C(C=C1)F)C1=CC=C(C=C1)F 2,4,6-tri(4-fluorophenyl)pyrylium tetrafluoroborate